C(C)[P+](CCOCC)(CCC)CC diethyl-propyl-(2-ethoxyethyl)phosphonium